2-(2-Pentyn-1-yl)-4-[4-(trifluoromethyl)phenyl]-2H-1,2,3-triazole C(C#CCC)N1N=CC(=N1)C1=CC=C(C=C1)C(F)(F)F